8-(4-Chlorophenyl)-9-(4-((1-(3-fluoropropyl)azetidin-3-yliden)methyl)phenyl)-7-methyl-6,7-dihydro-5H-benzo[7]annulen ClC1=CC=C(C=C1)C=1C(CCC2=C(C1C1=CC=C(C=C1)C=C1CN(C1)CCCF)C=CC=C2)C